4-(4-(benzo[d]thiazol-5-ylamino)quinolin-6-yl)-N-(2-(dimethylamino)ethyl)-3-fluoro-N-methylbenzamide S1C=NC2=C1C=CC(=C2)NC2=CC=NC1=CC=C(C=C21)C2=C(C=C(C(=O)N(C)CCN(C)C)C=C2)F